(-)-3-(benzyloxycarbonyl)-4-oxazolidinecarboxylic acid C(C1=CC=CC=C1)OC(=O)N1COCC1C(=O)O